6-(2-((2-(4-(trifluoromethoxy)phenyl)-1H-benzo[d]imidazol-1-yl)methyl)phenoxy)hexanoic acid naphthalenesulfonate C1(=CC=CC2=CC=CC=C12)S(=O)(=O)O.FC(OC1=CC=C(C=C1)C1=NC2=C(N1CC1=C(OCCCCCC(=O)O)C=CC=C1)C=CC=C2)(F)F